2-(1-(methylamino)cyclopropyl)ethan-1-ol CNC1(CC1)CCO